6-borono-2-propan-2-ylnorleucine B(O)(O)CCCC[C@](N)(C(=O)O)C(C)C